C[C@@H]1CN(C[C@@H](O1)C)CC1(CCN(CC1)C1=C(C=CC=C1F)NS(=O)(=O)C1=CC=C(C=C1)S(=O)(=O)N(C)C)F N4-[2-(4-{[(2R,6S)-2,6-dimethylmorpholin-4-yl]methyl}-4-fluoropiperidin-1-yl)-3-fluorophenyl]-N1,N1-dimethylbenzene-1,4-disulfonamide